Cl.C(C)(C)(C)OC([C@@H](N)CCC(=O)OC(C)(C)C)=O L-Glutamic acid di-tert-butyl ester hydrochloride salt